O1CCC(CC1)N oxaN-4-amine